IC=1C=CC(=NC1)N1CCC(CC1)C(=O)OCC ethyl 1-(5-iodopyridin-2-yl)piperidine-4-carboxylate